1,3-di-butylurea C(CCC)NC(=O)NCCCC